3-[4-amino-5-(trifluoromethyl)pyrrolo[2,1-f][1,2,4]triazin-7-yl]-2-fluoro-N-[(3R,4S)-4-fluoro-1-[4,4,4-trifluoro-3-(trifluoromethyl)butanoyl]pyrrolidin-3-yl]-6-methylbenzamide NC1=NC=NN2C1=C(C=C2C=2C(=C(C(=O)N[C@@H]1CN(C[C@@H]1F)C(CC(C(F)(F)F)C(F)(F)F)=O)C(=CC2)C)F)C(F)(F)F